C[Si](CCOCN1C=C(C=2C1=NC(=CC2)C2=NC(=NS2)C)B2OC(C(O2)(C)C)(C)C)(C)C trimethyl-[2-[[6-(3-methyl-1,2,4-thiadiazol-5-yl)-3-(4,4,5,5-tetramethyl-1,3,2-dioxaborolan-2-yl)pyrrolo[2,3-b]pyridin-1-yl]methoxy]ethyl]silane